4-(2,4-difluoro-phenyl)-4-oxo-butyric acid FC1=C(C=CC(=C1)F)C(CCC(=O)O)=O